(R)-2-Amino-7-oxo-5-(2-(trifluoromethyl)phenyl)-4,5,6,7-tetrahydrobenzo[b]thiophene-3-carboxamide NC1=C(C2=C(S1)C(C[C@@H](C2)C2=C(C=CC=C2)C(F)(F)F)=O)C(=O)N